BrC=1C(=C(C(=O)OC)C=C(C1)CO[Si](C1=CC=CC=C1)(C1=CC=CC=C1)C(C)(C)C)OCCN[C@@H](C)C1=NC=CC(=C1)OC methyl (S)-3-bromo-5-(((tert-butyldiphenylsilyl)oxy) methyl)-2-(2-((1-(4-methoxypyridin-2-yl)ethyl)amino)ethoxy)benzoate